Cl.CN(C)[C@H](C1=CC=CC=C1)CCOC1=CC=CC2=CC=CC=C12 (S)-N,N-dimethyl-alpha-[2-(1-naphthyloxy)ethyl]benzylamine Hydrochloride